OC1=CC=C(C(=O)C2=CC=C(C(=O)O)C=C2)C=C1 4-(4-hydroxybenzoyl)benzoic acid